The molecule is a trihydroxybenzoic acid in which the hydroxy groups are at positions 3, 4, and 5. It has a role as an astringent, a cyclooxygenase 2 inhibitor, a plant metabolite, an antioxidant, an antineoplastic agent, a human xenobiotic metabolite, an EC 1.13.11.33 (arachidonate 15-lipoxygenase) inhibitor and an apoptosis inducer. It is a conjugate acid of a gallate. C1=C(C=C(C(=C1O)O)O)C(=O)O